ethyl 2-[3-[tert-butyl(dimethyl)silyl]oxypropyl-(6-chloropyridazin-3-yl)amino]-5-(3-chloropropyl)thiazole-4-carboxylate [Si](C)(C)(C(C)(C)C)OCCCN(C=1SC(=C(N1)C(=O)OCC)CCCCl)C=1N=NC(=CC1)Cl